C(C1=CC=CC=C1)SC1=CC=C(C=C1)NC[C@H]([C@H](CC1=CC=CC=C1)NC(C1=CC=C(C=C1)F)=O)O N-((2S,3R)-4-(4-(benzylsulfanyl)phenylamino)-3-hydroxy-1-phenylbut-2-yl)-4-fluorobenzamide